3,5-dimethoxybenzoic acid butyl ester C(CCC)OC(C1=CC(=CC(=C1)OC)OC)=O